FC(CN1C(=NC=2C1=NC(=CC2)C=2C=CN1N=C(N=CC12)N[C@@H]1C[C@@H](C1)OCCOC)C)F 5-(3-(2,2-difluoroethyl)-2-methyl-3H-imidazo[4,5-b]pyridin-5-yl)-N-(cis-3-(2-methoxyethoxy)cyclobutyl)pyrrolo[2,1-f][1,2,4]triazin-2-amine